racemic-3-chloro-1-(1-(4-fluorophenyl)ethyl)-4-iodo-1H-pyrazole ClC1=NN(C=C1I)[C@H](C)C1=CC=C(C=C1)F |r|